ClCC1=NC=2C(=NC(=CC2)C(=O)OCC)N1C[C@H]1OCC1 ethyl (S)-2-(chloromethyl)-3-(oxetan-2-ylmethyl)-3H-imidazo[4,5-b]pyridine-5-carboxylate